methoxy-3'-nitro-3,5-dicarboxy-1,1'-biphenyl COC1=C(C=C(C=C1C(=O)O)C(=O)O)C1=CC(=CC=C1)[N+](=O)[O-]